4-[5-(aminomethyl)pyrimidin-2-yl]-3-[5-(diethylamino)-2-methylpyrazole-3-carbonyl]benzonitrile NCC=1C=NC(=NC1)C1=C(C=C(C#N)C=C1)C(=O)C=1N(N=C(C1)N(CC)CC)C